OC1(C2CN(C(C1)C2)C(=O)NC2=CC(=C(C=C2)C)C2=NN(C=N2)C)C 5-hydroxy-5-methyl-N-(4-methyl-3-(1-methyl-1H-1,2,4-triazol-3-yl)phenyl)-2-azabicyclo[2.2.1]heptane-2-carboxamide